C(C)N1C=NC=C1CN1C=NC2=C1C=C(C=C2OC)C(=O)O 1-((1-ethyl-1H-imidazol-5-yl)methyl)-4-methoxy-1H-benzo[d]imidazole-6-carboxylic acid